C(C)SC1=C(C=CC(=C1)C(F)(F)F)C1=CN=CN1C 5-(2-(Ethylthio)-4-(trifluoromethyl)phenyl)-1-methyl-1H-imidazole